(R)-2-(3-methoxy-5-((4-methyl-4H-1,2,4-triazol-3-yl)(oxetan-3-yl)methyl)phenyl)-6-(((1-methylcyclobutyl)amino)methyl)-4-(trifluoromethyl)isoindolin-1-one COC=1C=C(C=C(C1)[C@@H](C1COC1)C1=NN=CN1C)N1C(C2=CC(=CC(=C2C1)C(F)(F)F)CNC1(CCC1)C)=O